CC=1C(N(C(=CC1)C)CC1=CC=CC=C1)=O methyl-1-benzyl-6-methylpyridin-2(1H)-one